bis(5-cyclohexyl-4-hydroxy-2-hydroxyphenyl)-4-hydroxyphenylmethane C1(CCCCC1)C=1C(=CC(=C(C1)C(C1=CC=C(C=C1)O)C1=C(C=C(C(=C1)C1CCCCC1)O)O)O)O